FC1(CNCC[C@H]1CN1CCC(CC1)N1C(=CC2=C(C=CC=C12)N1CNCC=C1)C)F (s)-1-(1-(1-((3,3-Difluoropiperidin-4-yl)methyl)piperidin-4-yl)-2-methyl-1H-indol-4-yl)dihydropyrimidine